BrC=1C=C2N(N=C(C=C2NCC=2OC=CC2)Cl)C1Cl 6-bromo-2,7-dichloro-N-(furan-2-ylmethyl)pyrrolo[1,2-b]pyridazin-4-amine